N-(4-((3-(2-((1,1-difluoro-5-azaspiro[2.5]octan-7-yl)amino)pyrimidin-4-yl)pyridin-2-yl)oxy)-2,3,6-trifluorophenyl)-1-phenylmethanesulfonamide FC1(CC12CNCC(C2)NC2=NC=CC(=N2)C=2C(=NC=CC2)OC2=C(C(=C(C(=C2)F)NS(=O)(=O)CC2=CC=CC=C2)F)F)F